BrC1=CC2=C(N=C(S2)S(=O)(=O)C)C=C1OC 6-bromo-5-methoxy-2-methanesulfonyl-1,3-benzothiazole